aminoethyloxazine NCCC=1NOC=CC1